NC=1C=C(C=C2C=C(N=CC12)NC(=O)[C@H]1[C@H](C1)F)C=1C(=NC(=CC1)O)C |r| (±)-cis-N-[8-amino-6-(6-hydroxy-2-methyl-3-pyridyl)-3-isoquinolyl]-2-fluoro-cyclopropanecarboxamide